N-((2R,3S)-1-(6-methoxy-5-methylpyridin-3-yl)-2-((((CIS)-4-phenylcyclohexyl)oxy)methyl)pyrrolidin-3-yl)methanesulfonamide COC1=C(C=C(C=N1)N1[C@H]([C@H](CC1)NS(=O)(=O)C)CO[C@@H]1CC[C@@H](CC1)C1=CC=CC=C1)C